4-allyl-6-isobutylpyrocatechol dipropionate C(CC)(=O)OC=1C(OC(CC)=O)=CC(=CC1CC(C)C)CC=C